ClC1=NC=C(C(=N1)NC1CCC(CC1)CO)[N+](=O)[O-] ((1R,4R)-4-((2-chloro-5-nitropyrimidin-4-yl)amino)cyclohexyl)methanol